C(N)([O-])=O (±)-CARBAMATE